1-(2-(1-((3-(bis(3,5-dimethoxybenzyl)amino)-6-chloro-1,2,4-triazin-5-yl)amino)ethyl)-5-cyclopropylpyrazolo[1,5-a]pyridin-7-yl)-3-methylimidazolidine-2,4-dione COC=1C=C(CN(C=2N=NC(=C(N2)NC(C)C2=NN3C(C=C(C=C3N3C(N(C(C3)=O)C)=O)C3CC3)=C2)Cl)CC2=CC(=CC(=C2)OC)OC)C=C(C1)OC